5-[[4-(difluoromethyl)-6-oxo-1H-pyridine-3-carbonyl]amino 2-fluoro-4-[(3R,5S)-3,4,5-trimethylpiperazin-1-yl]phenyl]-2,3,6,7-tetrahydroazepine-1-carboxylate FC(C=1C(=CNC(C1)=O)C(=O)NC=1C(=C(C=CC1N1C[C@H](N([C@H](C1)C)C)C)C1=CCCN(CC1)C(=O)[O-])F)F